[Pb].[Mn].[Nd].[Ba].[Bi] bismuth barium neodymium manganese lead